tert-butyl N-[([[(2-[2-chloro-4-[([[2-(2,6-dioxopiperidin-3-yl)-1-oxo-3H-isoindol-5-yl]methyl]carbamoyl)amino]phenyl]ethyl)sulfanyl]methyl]carbamoyl)methyl]-carbamate ClC1=C(C=CC(=C1)NC(NCC=1C=C2CN(C(C2=CC1)=O)C1C(NC(CC1)=O)=O)=O)CCSCNC(=O)CNC(OC(C)(C)C)=O